(2E)-1-methoxy-3,7-dimethyloct-2,6-diene COC\C=C(\CCC=C(C)C)/C